CC1=CC=2N(N=C1N)C=CN2 7-methylimidazo[1,2-b]pyridazin-6-amine